FC1=CC=C(C=C1)CSC methyl [(4-fluorophenyl)methyl] sulfide